N-((R)-1-(4-(ethylsulfonyl)phenyl)-2-hydroxyethyl)thiazole-5-carboxamide C(C)S(=O)(=O)C1=CC=C(C=C1)[C@H](CO)NC(=O)C1=CN=CS1